N-phenacyl-pyridinium behenyl-3,5-di-t-butyl-4-hydroxybenzoate C(CCCCCCCCCCCCCCCCCCCCC)OC(C1=CC(=C(C(=C1)C(C)(C)C)O)C(C)(C)C)=O.C(C(=O)C1=CC=CC=C1)[N+]1=CC=CC=C1